(3R)-3-amino-5-[(4-chlorophenyl)methyl]-6-fluoro-1,1-dioxo-7-[5-(2,2,2-trifluoroethyl)-1,3,4-oxadiazol-2-yl]-2,3-dihydro-1λ6,5-benzothiazepin-4-one N[C@H]1CS(C2=C(N(C1=O)CC1=CC=C(C=C1)Cl)C(=C(C=C2)C=2OC(=NN2)CC(F)(F)F)F)(=O)=O